C(C)(C)(C)OC(=O)N1C[C@@H]2CN([C@H](C1)C(C2)(C)C)C2=CC=C(C=C2)Br (1S,5S)-6-(4-bromophenyl)-9,9-dimethyl-3,6-diazabicyclo[3.2.2]nonane-3-carboxylic acid tert-butyl ester